N-acetyl-aspartyl Glutamate N[C@@H](CCC(=O)[O-])C(=O)OC([C@@H](NC(C)=O)CC(=O)O)=O